3-(5-(3,6-diazabicyclo[3.1.1]heptan-6-yl)-6,7-difluoro-1-oxoisoindolin-2-yl)piperidine-2,6-dione C12CNCC(N1C=1C=C3CN(C(C3=C(C1F)F)=O)C1C(NC(CC1)=O)=O)C2